4-(2-(1-(1-(3-isopropyl-1,2,4-oxadiazol-5-yl)piperidin-4-yl)ethoxy)thiazolo[5,4-b]pyridin-5-yl)-1-methylpyridin-2(1H)-one C(C)(C)C1=NOC(=N1)N1CCC(CC1)C(C)OC=1SC2=NC(=CC=C2N1)C1=CC(N(C=C1)C)=O